N1CC(C1)N1C(N(C2=C(C1=O)C(=C(S2)C=2OC=CN2)C)CC(OC2CCOCC2)C2=C(C=CC=C2)OC)=O (azetidin-3-yl)-1-(2-(2-methoxyphenyl)-2-((tetrahydro-2H-pyran-4-yl)oxy)ethyl)-5-methyl-6-(oxazol-2-yl)thieno[2,3-d]pyrimidine-2,4(1H,3H)-dione